2,4-dichloro-6-amino-pyrimidine-5-carboxylic acid methyl ester COC(=O)C=1C(=NC(=NC1N)Cl)Cl